tert-butyl(((4R,5R)-2,2-dimethyl-5-((E)-oct-1-en-1-yl)-1,3-dioxolan-4-yl)methoxy)dimethylsilane C(C)(C)(C)[Si](C)(C)OC[C@H]1OC(O[C@@H]1\C=C\CCCCCC)(C)C